3-(4-(2-carboxyphenyl)-7-diethylaminobenzopyrylium-2-yl)-1-methylquinoline iodide [I-].C(=O)(O)C1=C(C=CC=C1)C1=CC(=[O+]C2=C1C=CC(=C2)N(CC)CC)C=2CN(C1=CC=CC=C1C2)C